4-(6-amino-4-bromo-2,3-difluorophenoxy)-2-fluorobenzonitrile NC1=CC(=C(C(=C1OC1=CC(=C(C#N)C=C1)F)F)F)Br